C(C=C)(=O)OCCNC(=O)OCCOC(C=C)=O 2-(2-prop-2-enoyloxyethoxycarbonylamino)ethyl prop-2-enoate